CC1=NC2=CC=CC=C2C(N1)=O 2-methyl-4-oxo-3,4-dihydroquinazoline